ClC1=C(C(=CC=C1)F)N1CCC(CC1)N1C(N(C=2C(C1)=CN(N2)C)CC2=C(C=CC=C2)C(F)(F)F)=O 5-[1-(2-chloro-6-fluoro-phenyl)-piperidin-4-yl]-2-methyl-7-(2-trifluoromethyl-benzyl)-2,4,5,7-tetrahydro-pyrazolo[3,4-d]pyrimidin-6-one